CC1=CCC(C(C1)C)C=O 4,6-DIMETHYLCYCLOHEX-3-ENECARBALDEHYDE